C1(CCCCC1)C(C)(OC(=O)COC(=O)C1C2C=CC(C1)C2)C2CCCCC2 5-(1,1-dicyclohexylethoxycarbonylmethyloxycarbonyl)-bicyclo[2.2.1]Hept-2-ene